COC(C1=CC(=NC=C1)S(=O)(=O)Cl)=O 2-(chlorosulfonyl)isonicotinic acid methyl ester